ClC=1C=C(C=CC1N1N=CC=N1)NC(=O)C=1C=NN(C1C(F)(F)F)C1=CN=C2C3=C(C=CC=C13)C(N2)=C=O N-(3-chloro-4-(2H-1,2,3-triazol-2-yl)phenyl)-1-(2-carbonyl-1,2-dihydropyrrolo[4,3,2-ij]isoquinolin-6-yl)-5-(trifluoromethyl)-1H-pyrazole-4-carboxamide